The molecule is a triterpene glycoside obtained from the New Zealand and South Australian sea cucumber Australostichopus mollis. It has a role as a marine metabolite. It is a triterpenoid saponin, a pentacyclic triterpenoid, a tetrasaccharide derivative, an oligosaccharide sulfate, a lactone, a ketone and an olefinic compound. It derives from a hydride of a lanostane. C[C@@H]1[C@H]([C@@H]([C@H]([C@@H](O1)O[C@@H]2[C@H]([C@@H](CO[C@H]2O[C@H]3CC[C@@]4([C@@H]5CC[C@]67[C@H](C(=C)C[C@]6(C5=CC[C@H]4C3(C)C)C)[C@](OC7=O)(C)C(=O)CCC(=C)C)C)OS(=O)(=O)O)O)O)O)O[C@H]8[C@@H]([C@H]([C@@H]([C@H](O8)CO)O)O[C@H]9[C@@H]([C@H]([C@@H]([C@H](O9)CO)O)OC)O)O